N-((4-((2-(2,2-difluoro-7-azaspiro[3.5]non-7-yl)ethyl)amino)-3-nitrophenyl)sulfonyl)-2-(3,4-dihydro-2H-pyrrolo[3',2':5,6]pyrido[2,3-b][1,4]oxazepin-1(7H)-yl)benzamide FC1(CC2(C1)CCN(CC2)CCNC2=C(C=C(C=C2)S(=O)(=O)NC(C2=C(C=CC=C2)N2C1=C(OCCC2)N=C2C(=C1)C=CN2)=O)[N+](=O)[O-])F